C1(CC2C(CC1)O2)CC[Si](OCC)(OCC)OCC [2-(3,4-epoxycyclohexyl)ethyl]triethoxysilane